C1=C(C=CC2=CC=CC=C12)C1=NC2=C3N=CC=C(C3=CC=C2C(=C1)C1=CC=CC=C1)C1=CC=CC=C1 2-naphthyl-4,7-diphenyl-1,10-phenanthroline